F[C@@H](CCCCCC(=O)NC1=CC=C(C=C1)NCC1=CC=C(C=C1)O)CF (7S)-7,8-difluoro-N-(4-((4-hydroxybenzyl)amino)phenyl)octanamide